CC(CN)N (E)-methylethane-1,2-diamine